Boc-O-tert-butyl-L-serine (dicyclohexylammonium) salt C1(CCCCC1)[NH2+]C1CCCCC1.C(=O)(OC(C)(C)C)N[C@@H](COC(C)(C)C)C(=O)[O-]